6-(4-formyl-3-methyl-1H-pyrazol-1-yl)-4-methylpyridine-3-carbonitrile C(=O)C=1C(=NN(C1)C1=CC(=C(C=N1)C#N)C)C